(6-amino-5-nitropyridin-2-yl)piperazine-1-carboxylic acid tert-butyl ester C(C)(C)(C)OC(=O)N1C(CNCC1)C1=NC(=C(C=C1)[N+](=O)[O-])N